(3S,4S)-3-((tert-butoxycarbonyl)amino)-4-fluoroCyclohex-1-ene-1-carboxylic acid ethyl ester C(C)OC(=O)C1=C[C@@H]([C@H](CC1)F)NC(=O)OC(C)(C)C